FN(C(C1=C(C=CC=C1)C)=O)C(C)(C)C N-fluoro-N-t-butyl-2-methylbenzamide